O=S1CC2=C(C1)C=CC=C2 1,3-dihydro-2-oxobenzo[c]Thiophene